(R)-1-(2-ethynylthiazol-4-yl)-3-(2-hydroxy-1-(4-(6-(pyrrolidin-1-yl)pyridin-2-yl)phenyl)-ethyl)urea C(#C)C=1SC=C(N1)NC(=O)N[C@@H](CO)C1=CC=C(C=C1)C1=NC(=CC=C1)N1CCCC1